CC1(C=CC=C1)[Zr](C)(C)C=1C(C2=CC=CC(=C2C1)C)C (methylcyclopentadienyl)(1,4-dimethylindenyl)dimethylzirconium